C(C=C)S(=O)(=O)O.C(C(=C)C)(=O)O methacrylic acid, allylsulfonic acid salt